ClC=1C=C(C=CC1Cl)C=1N(C(=CC(C1C(=O)O)=O)CN1N=CN=C1CC)CC 2-(3,4-dichlorophenyl)-1-ethyl-6-[(5-ethyl-1,2,4-triazol-1-yl)methyl]-4-oxo-pyridine-3-carboxylic acid